1-amino-3-oxa-4,4-bis(1-amino-2-ethoxy)heptane NCCOC(CCC)(OCCN)OCCN